FC(C(=O)O)(F)F.FC=1C=2N(C=C(C1)NC1=NNC=3C=C(C=C(C13)C(=O)N)N1CCNCC1)C=C(N2)C 3-((8-fluoro-2-methylimidazo[1,2-a]pyridin-6-yl)amino)-6-(piperazin-1-yl)-1H-indazole-4-carboxamide 2,2,2-trifluoroacetate